FC(C=1C(=C(C=CC1)[C@@H](C)NC=1C2=C(N=C(N1)C)C=NC(=C2)N2C[C@@H](CC2)NC(C)=O)C)F N-[(3R)-1-[4-[[(1R)-1-[3-(difluoromethyl)-2-methyl-phenyl]ethyl]amino]-2-methyl-pyrido[3,4-d]pyrimidin-6-yl]pyrrolidin-3-yl]acetamide